C(C)(C)(C)OC(=O)N1CCN(CC1)C=1C=C2CCN(C(C2=CC1)=O)C[C@@H](CN1CC2=CC=CC=C2CC1)O tert-butyl-4-[2-[(2R)-3-(3,4-dihydro-1H-isoquinolin-2-yl)-2-hydroxy-propyl]-1-oxo-3,4-dihydroisoquinolin-6-yl]piperazine-1-carboxylate